(S)-2-hydroxy-N-(1-methylpiperidin-3-yl)-2,2-diphenylacetamide OC(C(=O)N[C@@H]1CN(CCC1)C)(C1=CC=CC=C1)C1=CC=CC=C1